2-(benzylthio)-1-fluoro-4-methoxybenzene C(C1=CC=CC=C1)SC1=C(C=CC(=C1)OC)F